N-(2,6-dioxo-3-piperidinyl)-4-piperazin-1-yl-benzamide O=C1NC(CCC1NC(C1=CC=C(C=C1)N1CCNCC1)=O)=O